CC1=C(C=C(C=N1)NC(OC1=CC=CC=C1)=O)C#CC=1C=NN(C1)C phenyl (6-methyl-5-((1-methyl-1H-pyrazol-4-yl)ethynyl)pyridin-3-yl)carbamate